C(C)(C)(C)OC(=O)N1C(C(CCC1)NS(=O)(=O)C)CC=1N=C(SC1)C1=CC=CC=C1 3-((methylsulfonyl)amino)-2-((2-phenyl-1,3-thiazol-4-yl)methyl)piperidine-1-carboxylic acid tert-butyl ester